1-(3-((5-(difluoromethyl)-2-((3-methyl-1-(1-methylpiperidin-4-yl)-1H-pyrazol-4-yl)amino)pyrimidin-4-yl)amino)propyl)-3-methyltetrahydropyrimidin-2(1H)-one FC(C=1C(=NC(=NC1)NC=1C(=NN(C1)C1CCN(CC1)C)C)NCCCN1C(N(CCC1)C)=O)F